(R,Z)-4-((2-(2-(2-((3-(3,4-diphenethoxyphenoxy)-2-hydroxypropyl)amino)ethoxy)ethoxy)ethyl)imino)-2-phenyl-4H-chromene-5,6,7-triol C(CC1=CC=CC=C1)OC=1C=C(OC[C@@H](CNCCOCCOCC\N=C/2\C=C(OC=3C=C(C(=C(C23)O)O)O)C2=CC=CC=C2)O)C=CC1OCCC1=CC=CC=C1